[N+](=O)([O-])C=1C=C(C=CC1)N=C=O 3-nitrophenylisocyanate